2-(5-amino-2-chloropyrimidin-4-yl)-2-(3-fluoro-4-(1-methyl-4-(trifluoromethyl)-1H-imidazol-2-yl)benzyl)-1-methylhydrazine-1-carboxylic acid tert-butyl ester C(C)(C)(C)OC(=O)N(N(CC1=CC(=C(C=C1)C=1N(C=C(N1)C(F)(F)F)C)F)C1=NC(=NC=C1N)Cl)C